tert-Butyl 2-methyl-5-phenylpiperidine-1-carboxylate CC1N(CC(CC1)C1=CC=CC=C1)C(=O)OC(C)(C)C